3-[[4-(aminomethyl)phenyl]methyl]-4-isopropoxy-N2-propyl-imidazo[4,5-d]pyridazine-2,7-diamine NCC1=CC=C(C=C1)CN1C(=NC2=C(N=NC(=C21)OC(C)C)N)NCCC